lithium citraconate C(\C(\C)=C/C(=O)[O-])(=O)[O-].[Li+].[Li+]